C[C@H]1N([C@@H](CN(C1)C(=O)C1=CC=C2C=C(NC2=C1)C)C)C(=O)C1=C(C=C(C=C1)OC)F ((2R,6R)-2,6-dimethyl-4-(2-methyl-1H-indole-6-carbonyl)piperazin-1-yl)(2-fluoro-4-methoxyphenyl)methanone